(4-(5,6,7,8-tetrahydro-1,8-naphthyridin-2-yl)butyl)cyclopropylamine N1=C(C=CC=2CCCNC12)CCCCNC1CC1